(4-(pent-4-ynoyl)piperazin-1-yl)benzonitrile C(CCC#C)(=O)N1CCN(CC1)C1=C(C#N)C=CC=C1